ClC1=CC=C(C=C1)C1=C(C=CC=C1)CN1CCC(CC1)NC=1C=C2CN(C(C2=CC1)=O)C1C(NC(CC1)=O)=O 3-(5-((1-((4'-chloro-[1,1'-biphenyl]-2-yl)methyl)piperidin-4-yl)amino)-1-oxoisoindolin-2-yl)piperidine-2,6-dione